NCCCC=1N(N=C2C=CC=C(C12)C1=CC=CC(=N1)O[C@H]1C[C@H](N(C1)C(=O)OC(C)(C)C)C(=O)O)C (2s,4s)-4-[[6-[3-(3-aminopropyl)-2-methyl-indazol-4-yl]-2-pyridinyl]oxy]-1-tert-butoxycarbonyl-pyrrolidine-2-carboxylic acid